C(OC1=CC=C(C=C1)[N+](=O)[O-])(OC1CC(C1)C1=NC=CN=C1C(F)(F)F)=O 4-nitrophenyl ((1r,3r)-3-(3-(trifluoromethyl)pyrazin-2-yl)cyclobutyl) carbonate